tri-strontium silicate [Si]([O-])([O-])([O-])[O-].[Sr+2].[Sr+2].[Sr+2]